N-[5-(4-carbamoyl-3,5-difluorophenyl)-4-fluoro-2-[(3R,5S)-3,4,5-trimethylpiperazin-1-yl]phenyl]-6-oxo-4-(trifluoromethyl)-1H-pyridine-3-carboxamide C(N)(=O)C1=C(C=C(C=C1F)C=1C(=CC(=C(C1)NC(=O)C1=CNC(C=C1C(F)(F)F)=O)N1C[C@H](N([C@H](C1)C)C)C)F)F